tert-Butyl 7-(4-amino-3-butyl-2,6-dioxo-3,6-dihydropyrimidin-1(2H)-yl)-2-azaspiro[3.5]nonane-2-carboxylate NC=1N(C(N(C(C1)=O)C1CCC2(CN(C2)C(=O)OC(C)(C)C)CC1)=O)CCCC